4'-methoxy-3-flavonol COC1=CC=C(C=2OC3=CC=CC=C3C(C2O)=O)C=C1